imidazo[1,5-a]pyridin-7-yl-(pyrrolidin-1-yl)methanone C=1N=CN2C1C=C(C=C2)C(=O)N2CCCC2